ClC=1C(=C(C(=CC1)OC)C1=CC(=NC=C1C(=O)NC=1SC(=NN1)N1CC(N(CC1)C)=O)C)F 4-(3-chloro-2-fluoro-6-methoxyphenyl)-6-methyl-N-(5-(4-methyl-3-oxopiperazin-1-yl)-1,3,4-thiadiazol-2-yl)nicotinamide